5-bromo-N-(3-methoxy-4-(4-methoxybenzyloxyl)benzyl)-3-nitropyridin-2-amine BrC=1C=C(C(=NC1)NCC1=CC(=C(C=C1)OCC1=CC=C(C=C1)OC)OC)[N+](=O)[O-]